C1=NC=CC2=C1OC1=C(C(C2)CO)C=CC=C1 (5,6-dihydrobenzo[6,7]oxepino[2,3-c]pyridin-6-yl)methanol